N1N=NN=C1C1=CC=C(CN2C[C@@]3([C@@H](N[C@H]([C@@H]3C3=C(C(=CC=C3)Cl)Cl)C(=O)NC3=C(C=C(C(=O)O)C=C3)OC)CC(C)(C)C)C3=CC(=CC=C23)Cl)C=C1 4-((2'S,3S,4'S,5'R)-1-(4-(1H-tetrazol-5-yl)benzyl)-5-chloro-4'-(2,3-dichlorophenyl)-2'-neopentylspiro[indoline-3,3'-pyrrolidine]-5'-carboxamido)-3-methoxybenzoic acid